BrC1=NC=2N(C(NC(C2N1CC#CC)=O)=O)C 8-bromo-7-(2-butynyl)-3,7-dihydro-3-methyl-1H-purine-2,6-dione